C1(=CC=CC=C1)CCCCC(=O)N l-5-phenyl-pentanamide